OCCOC=1C=C2C=CC(=CC2=CC1)C1(C2=CC(=CC=C2C=2C=CC(=CC12)C1=CC=CC=C1)C1=CC=CC=C1)C1=CC2=CC=C(C=C2C=C1)OCCO 9,9-bis[6-(2-hydroxyethoxy)-2-naphthyl]-2,7-diphenylfluorene